FC(C(=O)O)(F)F.NCCCCCNC(C=C)=O N-(5-aminopentyl)acrylamide trifluoroacetate salt